2,2'-bis(phenylseleno)-1,1'-biphenyl C1(=CC=CC=C1)[Se]C1=C(C=CC=C1)C1=C(C=CC=C1)[Se]C1=CC=CC=C1